C(=O)(OC(C)(C)C)N[C@H](C(=O)[O-])CC=C.C1(CCCCC1)[NH2+]C1CCCCC1 dicyclohexylammonium (S)-2-(Boc-amino)-4-pentenoate